ClC(=O)C(C(CNC([O-])=O)OC)(C=1C=NC=CC1)NC 2-((chlorocarbonyl)(methylamino)pyridin-3-ylmethyl)(2-methoxyethyl)carbamate